BrC1=CC=2C3=C(C=NC2C=C1F)NC(C31CC(C1)C=1C=NC=CC1)=O 8'-Bromo-7'-fluoro-3-(pyridin-3-yl)spiro[cyclobutane-1,1'-pyrrolo[2,3-c]quinolin]-2'(3'H)-one